(2S)-5,5-dimethyl-2-[(morpholine-4-carbonyl)amino]hexanoic acid CC(CC[C@@H](C(=O)O)NC(=O)N1CCOCC1)(C)C